NC1=NC2=CC(=CC=C2C(=C1)C)CN(C(=O)C=1C=NC=CC1)C1=C(C=CC=C1)S(=O)(=O)C N-[(2-amino-4-methylquinolin-7-yl)methyl]-N-(2-methanesulfonylphenyl)pyridine-3-carboxamide